ClC=1C=C(C=CC1C(N[C@H]1[C@H]2CC[C@@H](C1)N2C#N)=O)NC(OC(C)(C)C)=O 2-methyl-2-propanyl (3-chloro-4-(((1R,2R,4S)-7-cyano-7-azabicyclo[2.2.1]heptan-2-yl)carbamoyl)phenyl)carbamate